3-nitro-6-(7-azaspiro[3.5]nonan-7-yl)pyridin-2-amine [N+](=O)([O-])C=1C(=NC(=CC1)N1CCC2(CCC2)CC1)N